3-(7-bromo-2-chloro-6,8-difluoroquinazolin-4-yl)-1-methyl-3,8-diazabicyclo[3.2.1]octane-8-carboxylate BrC1=C(C=C2C(=NC(=NC2=C1F)Cl)N1CC2(CCC(C1)N2C(=O)[O-])C)F